C1(CC1)N(C(OC(C)(C)C)=O)C1CCN(CC1)C=1C=2N(C(=CC1)C(NC=1C=C(C=3N(C1)C=C(N3)C)F)=O)N=C(C2)C tert-butyl N-cyclopropyl-N-[1-[7-[(8-fluoro-2-methyl-imidazo[1,2-a]pyridin-6-yl)carbamoyl]-2-methyl-pyrazolo[1,5-a]pyridin-4-yl]-4-piperidyl]carbamate